IC1=CC(=C2C=CNC2=C1)[N+](=O)[O-] 6-iodo-4-nitro-1H-indole